(S)-2-amino-3-(4'-chloro-[1,1'-biphenyl]-2-yl)propanoic acid N[C@H](C(=O)O)CC1=C(C=CC=C1)C1=CC=C(C=C1)Cl